F[B-](F)(F)F.S1C(=NC2=C1C=CC=C2)C2=CC=[N+](C1=CC=CC=C21)C2=CC=CC=C2 4-(benzothiazol-2-yl)-1-phenylquinolin-1-ium tetrafluoroborate